(S)-5-amino-4-(5-(6-amino-4-(hydroxymethyl)pyridin-2-yl)-1-oxoisoindolin-2-yl)-5-oxopentanoic acid tert-butyl ester C(C)(C)(C)OC(CC[C@@H](C(=O)N)N1C(C2=CC=C(C=C2C1)C1=NC(=CC(=C1)CO)N)=O)=O